4-((2S,3S,4S,5R)-3-(2-(difluoromethoxy)-3,4-difluorophenyl)-4,5-dimethyl-5-(trifluoromethyl)tetrahydrofuran-2-carboxamido)-N-methylpicolinamide FC(OC1=C(C=CC(=C1F)F)[C@H]1[C@H](O[C@]([C@H]1C)(C(F)(F)F)C)C(=O)NC1=CC(=NC=C1)C(=O)NC)F